ClC1=C(C=CC(=C1)C(S(=O)(=O)C1=CC=C(C)C=C1)[N+]#[C-])F 2-chloro-1-fluoro-4-(isocyano(tosyl)methyl)benzene